ClC1=NC=CC=C1N(C(OC)=O)O Methyl (2-chloropyridin-3-yl)(hydroxy)carbamate